methyl 2-((2S)-2-(((1,2-bis(3-chlorophenyl)ethoxy) carbonyl) amino)-3-cyclohexylpropanamido)-3-(5,5-dimethyl-2-oxopyrrolidin-3-yl)propanoate ClC=1C=C(C=CC1)C(CC1=CC(=CC=C1)Cl)OC(=O)N[C@H](C(=O)NC(C(=O)OC)CC1C(NC(C1)(C)C)=O)CC1CCCCC1